diphenyl-pyrene-1,6-diamine C1(=CC=CC=C1)C=1C(=C(C=2C=CC3=CC=C(C=4C=CC1C2C43)N)N)C4=CC=CC=C4